3-methyl-7-((4-(3-(methylamino)imidazo[1,5-a]pyridin-6-yl)piperazin-1-yl)methyl)-4-thioxo-3,4-dihydroquinazolin-2(1H)-one CN1C(NC2=CC(=CC=C2C1=S)CN1CCN(CC1)C=1C=CC=2N(C1)C(=NC2)NC)=O